dimethyl (4-aminobenzoyl)glutamate NC1=CC=C(C(=O)N[C@@H](CCC(=O)OC)C(=O)OC)C=C1